tert-butyl (4R)-4-[(6-formyl-1,4-dimethyl-6,7-dihydro-5H-cyclopenta[c]pyridin-3-yl)oxymethyl]-2,2-dimethyl-1,3-oxazolidine-3-carboxylate C(=O)C1CC2=C(C(=NC(=C2C)OC[C@@H]2N(C(OC2)(C)C)C(=O)OC(C)(C)C)C)C1